BrC=1C=C(C=CC1)C1=CC(=C(N1)CC1CC1)C(=O)OC methyl 5-(3-bromophenyl)-2-(cyclopropylmethyl)-1H-pyrrole-3-carboxylate